NC(=CC(=O)OC)CC1=C(C=CC(=C1)F)[N+](=O)[O-] methyl 3-amino-4-(5-fluoro-2-nitrophenyl)but-2-enoate